CC1([C@H]([C@H]1\C=C\C1=CC=CC=C1)C1=CC=CC=C1)C ((1s,3r)-2,2-dimethyl-3-((E)-styryl)cyclopropyl)benzene